C(C)(C)(C)OC(=O)N1CC(CC1)C1=CC=C2C3=C(N(C2=C1)C(=O)OC(C)(C)C)N=CN=C3Cl tert-butyl 7-(1-(tert-butoxycarbonyl) pyrrolidin-3-yl)-4-chloro-9H-pyrimido[4,5-b]indole-9-carboxylate